Amylvinyl-carbinol C(CCCC)C=CCO